N-(6-(2H-1,2,3-triazol-2-yl)-5-(trifluoromethyl)pyridin-3-yl)-4-(3-amino-5-bromo-2-Ethynylpyridin-4-yl)-2-chloro-5-fluorobenzamide N=1N(N=CC1)C1=C(C=C(C=N1)NC(C1=C(C=C(C(=C1)F)C1=C(C(=NC=C1Br)C#C)N)Cl)=O)C(F)(F)F